1-chloro-2,3-dihydroxypropane ClCC(CO)O